CC1=NN=C(O1)C(=O)N1[C@@H](C2=C(CC1)NC=N2)C2=NN1C(C(=CC=C1)C)=C2 (S)-(5-methyl-1,3,4-oxadiazol-2-yl)(4-(4-methylpyrazolo[1,5-a]pyridin-2-yl)-6,7-dihydro-1H-imidazo[4,5-c]pyridin-5(4H)-yl)methanone